(6-hydrazineylpyridin-3-yl)(imino)(ethyl)-λ6-sulfanone N(N)C1=CC=C(C=N1)S(=O)(CC)=N